C1(=CC=CC=C1)C1=NC(=CC(=N1)C1=CC=C(C=C1)C1=C(C(=NC=C1N1C=2C=CC=CC2C=2C3=C(C=CC12)C=CC=C3)N3C=1C=CC=CC1C=1C2=C(C=CC31)C=CC=C2)N2C=3C=CC=CC3C=3C1=C(C=CC23)C=CC=C1)C1=CC=CC=C1 7,7',7''-(4-(4-(2,6-diphenylpyrimidin-4-yl)phenyl)pyridine-2,3,5-triyl)tris(7H-benzo[c]carbazole)